C(C)(C)(C)OC(=O)N1CC=2N=C(N=C(C2CC1)N1[C@@H](CCC1)C(N)=O)Cl (S)-4-(2-carbamoyl-pyrrolidin-1-yl)-2-chloro-5,6-dihydropyrido[3,4-d]pyrimidine-7(8H)-carboxylic acid tert-butyl ester